methyldiethoxysilylmethyl-bis(diethylamino)methylethyl sulfide C[Si](OCC)(OCC)CC(C)(C(N(CC)CC)N(CC)CC)SC(C)(C[Si](C)(OCC)OCC)C(N(CC)CC)N(CC)CC